(2S,4r,6S)-tert-butyl 4-(3-((trans)-4-(dibenzylamino) cyclohexyl) propoxy)-2,6-dimethylpiperidine-1-carboxylate C(C1=CC=CC=C1)N([C@@H]1CC[C@H](CC1)CCCOC1C[C@@H](N([C@H](C1)C)C(=O)OC(C)(C)C)C)CC1=CC=CC=C1